N[C@@H](CCC(=O)[O-])C(=O)[O-].[Ca+2] Calcium glutamat